N1=C(C=CC=C1)N1N=CC2=CC(=CC=C12)C(=O)O 1-(pyridin-2-yl)indazole-5-carboxylic acid